4-Vinyl-1-Cyclohexen C(=C)C1CC=CCC1